COC1=CC=C(C=C1)CN1C([C@]2(C[C@@H](N[C@@H](C2)C=2N=NN(C2)C)C)C2=CC=C(C=C12)C(F)(F)F)=O (2'S,3S,6'S)-1-[(4-methoxyphenyl)methyl]-2'-methyl-6'-(1-methyltriazol-4-yl)-6-(trifluoromethyl)spiro[indoline-3,4'-piperidin]-2-one